(Z)-1-cyclopropyl-4-((4-(2,5-difluorophenyl)-4-carbonylbut-2-en-2-yl)amino)-1H-pyrazole-3-carboxylic acid methyl ester COC(=O)C1=NN(C=C1N\C(\C)=C/C(=C=O)C1=C(C=CC(=C1)F)F)C1CC1